OP1OC2=C(C3=C1C=CC=C3)C=CC=C2 6-hydroxy-(6H)-dibenzo-[c,e][1,2]oxaphosphorin